1-(1H-benzo[d]imidazol-5-yl)-7-chloro-quinazoline-2,4(1H,3H)-dione N1C=NC2=C1C=CC(=C2)N2C(NC(C1=CC=C(C=C21)Cl)=O)=O